7'-[2,6-difluoro-4-[4-(2,2,2-trifluoroethyl)piperazin-1-yl]phenyl]-3'-iodo-spiro[cyclopropane-1,5'-imidazo[1,2-a]imidazole]-6'-one FC1=C(C(=CC(=C1)N1CCN(CC1)CC(F)(F)F)F)N1C(C2(N3C1=NC=C3I)CC2)=O